(R)-tert-butyl 7-(8-(2-(hydroxymethyl)thieno[3,2-b]pyridin-7-yl)-6-(trifluoromethyl)-3,4-dihydroquinolin-1(2H)-yl)-5-azaspiro[3.4]octane-5-carboxylate OCC1=CC2=NC=CC(=C2S1)C=1C=C(C=C2CCCN(C12)[C@H]1CN(C2(CCC2)C1)C(=O)OC(C)(C)C)C(F)(F)F